Methyl 4-amino-3-((2-cyclopropoxyethyl)amino)benzoate NC1=C(C=C(C(=O)OC)C=C1)NCCOC1CC1